BrC=1C=C2C(=C(C(NC2=C2C=CC=NC12)=O)[N+]1=CC=CC=C1)C=1C2=CN(N=C2C(=CC1)F)C1OCCCC1 6-bromo-4-[7-fluoro-2-(oxan-2-yl)indazol-4-yl]-3-pyridin-1-ium-1-yl-1H-1,7-phenanthrolin-2-one